P(O)(=O)(OP(=O)(O)OP(=O)(O)O)OC[C@@H]1[C@H](C[C@@H](O1)N1C(N=C2C(=O)N=C(N)N=C12)=O)O 8-oxo-2'-deoxy guanosine-5'-triphosphate